C1(CC1)CN1C(=CC2=C(C(=CC(=C12)C=1C(=NC(=CC1)C)CC)C(=O)N1CC=2N(N=CC2C1)CC)F)C1=CCCN(C1)C(=O)OC(C)(C)C tert-butyl 5-[1-(cyclopropylmethyl)-5-(1-ethyl-4,6-dihydropyrrolo[3,4-c]pyrazole-5-carbonyl)-7-(2-ethyl-6-methyl-3-pyridyl)-4-fluoro-indol-2-yl]-3,6-dihydro-2H-pyridine-1-carboxylate